2,5-Dioxopyrrolidin-1-yl (E)-3-(7-isobutylnaphthyridin-3-yl)acrylate C(C(C)C)C1=CC=C2C=C(C=NC2=N1)/C=C/C(=O)ON1C(CCC1=O)=O